C(=C\C=C/CC1C(CCCCCCCCCCC)O1)O (3Z,9Z)-6,7-epoxyoctadecadienol